COC1=NC(=NN2C1=C(C=C2)C=2C=C1C=CC=NC1=CC2)NC2CC(C2)(C)NC(C)=O N-((1s,3s)-3-((4-methoxy-5-(quinolin-6-yl)pyrrolo[2,1-f][1,2,4]triazin-2-yl)amino)-1-methylcyclobutyl)acetamide